N-(4-((2-Chloro-6-fluorophenyl)carbamoyl)-2-fluoro-5-(((S)-1,1,1-trifluoropropan-2-yl)oxy)phenyl)-2-(hydroxymethyl)pyrrolidine-1-carboxamide ClC1=C(C(=CC=C1)F)NC(=O)C1=CC(=C(C=C1O[C@H](C(F)(F)F)C)NC(=O)N1C(CCC1)CO)F